butyl 5-[(3,5-difluoro-2-methylphenyl)carbamothioyl]-4-hydroxy-6-oxo-3,6-dihydropyridine-1(2H)-carboxylate FC=1C(=C(C=C(C1)F)NC(=S)C1=C(CCN(C1=O)C(=O)OCCCC)O)C